1-methoxy-1-(trimethylsilyloxy)-2-methyl-1-propene COC(=C(C)C)O[Si](C)(C)C